C(C)OC(C1=CN=C(C(=C1N1C[C@@](CC1)(C)NC(=O)OC(C)(C)C)C1=CC(=CC(=C1)F)F)C#N)=O.ClC1=CC=C(C=C1)C1(CC1)NC(=O)NC(C1=CC=CC=C1)=O N-((1-(4-chlorophenyl)cyclopropyl)carbamoyl)benzamide ethyl-(S)-4-(3-((tert-butoxycarbonyl)amino)-3-methylpyrrolidin-1-yl)-6-cyano-5-(3,5-difluorophenyl)nicotinate